triphenoxyvinyl-silane O(C1=CC=CC=C1)C(=C(OC1=CC=CC=C1)OC1=CC=CC=C1)[SiH3]